C(C)(C)(C)[S@@](=O)N[C@@H](CC(C(F)(F)F)(C)C)C1=NC2=C(N1COCC[Si](C)(C)C)C=C(C=C2)[C@@H](C)NC(CCC(F)(F)F)=O |o1:7| N-((R)-1-(2-((S*)-1-(((R)-tert-Butylsulfinyl)amino)-4,4,4-trifluoro-3,3-dimethylbutyl)-1-((2-(trimethylsilyl)ethoxy)methyl)-1H-benzo[d]imidazol-6-yl)ethyl)-4,4,4-trifluorobutanamide